OC1=C(C(=O)OC)C=CC(=C1)C1=NC=CC=C1 methyl 2-hydroxy-4-(pyridin-2-yl)benzoate